OC(CC1=CC=C(C(=C1)O)C1=C(C=CC(=C1)C)C(=C)C)CCC 2,6-dihydroxy-5'-methyl-4-pentyl-2'-(prop-1-en-2-yl)-[1,1'-biphenyl]